7-((3-(difluoromethyl)piperidin-1-yl)methyl)-1H-pyrrolo[3,2-b]pyridine-5-carboxylic acid FC(C1CN(CCC1)CC1=C2C(=NC(=C1)C(=O)O)C=CN2)F